CC(C(O)(CC1=CC=CC=C1)C)CC dimethylbenzylbutanol